O1[C@H]([C@H](O)C(=O)C=2C(O)=CC(O)=CC12)C1=CC(O)=C(O)C=C1 (2S,3S)-(-)-dihydroquercetin